N4-(3-chloro-1H-indol-5-yl)-3-nitropyridine-2,4-diamine ClC1=CNC2=CC=C(C=C12)NC1=C(C(=NC=C1)N)[N+](=O)[O-]